O=CCCCC 5-oxopentan